2-((R)-5-fluoro-2,3-dihydrobenzofuran-3-yl)-N-(4-((R)-1-methyl-5,6,7,8-tetrahydroimidazo[1,5-a]pyridin-8-yl)phenyl)acetamide FC=1C=CC2=C([C@H](CO2)CC(=O)NC2=CC=C(C=C2)[C@@H]2C=3N(CCC2)C=NC3C)C1